Cl.Cl.C[C@H]1NCCN(C1)C (R)-2,4-dimethylpiperazine dihydrochloride